(5S,5'S)-5,5'-(((((2,2'-dichloro-[1,1'-biphenyl]-3,3'-diyl)bis(3-(methylamino)pyrazine-5,2-diyl))bis(methylene))bis(methylazanediyl))bis(methylene))bis(pyrrolidin-2-one) ClC1=C(C=CC=C1C=1N=C(C(=NC1)CN(C)C[C@@H]1CCC(N1)=O)NC)C1=C(C(=CC=C1)C=1N=C(C(=NC1)CN(C)C[C@@H]1CCC(N1)=O)NC)Cl